6-[[3-(5-fluoropyrimidin-2-yl)-4-(trifluoromethyl)phenyl]carbamoyl]-3-methyl-6-azabicyclo[3.1.1]heptane-1-carboxylic acid FC=1C=NC(=NC1)C=1C=C(C=CC1C(F)(F)F)NC(=O)N1C2CC(CC1(C2)C(=O)O)C